B([O-])([O-])[O-].CC=1C=C(C=C(C1)C)[PH3+].CC=1C=C(C=C(C1)C)[PH3+].CC=1C=C(C=C(C1)C)[PH3+] (3,5-dimethylphenyl)phosphonium borate